O1CCC2=C1C=CC(=C2)OC2=C(C=C(C=O)C=C2)C(C)C 4-((2,3-Dihydrobenzofuran-5-yl)oxy)-3-isopropylbenzaldehyde